Tert-butyl 5-methoxy-4-{[(2S,4S)-4-(2-methoxyethoxy)-2-(4-[(2-methoxyethoxy) carbonyl] phenyl) piperidin-1-yl] methyl}-7-methyl-1H-indole-1-carboxylate COC=1C(=C2C=CN(C2=C(C1)C)C(=O)OC(C)(C)C)CN1[C@@H](C[C@H](CC1)OCCOC)C1=CC=C(C=C1)C(=O)OCCOC